ethyl di-(4-heptyl) phosphate P(=O)(OCC)(OC(CCC)CCC)OC(CCC)CCC